C(=O)[C@@H]([C@H]([C@@H]([C@@H](C(=O)[O-])O)O)O)O The molecule is a D-glucuronate resulting from the deprotonation of the carboxy group of aldehydo-D-glucuronic acid; the major species at pH 7.3. It is a conjugate base of an aldehydo-D-glucuronic acid.